Tert-butyl 4-((5-bromo-1-methyl-1H-pyrazol-4-yl)methoxy)piperidine-1-carboxylate BrC1=C(C=NN1C)COC1CCN(CC1)C(=O)OC(C)(C)C